tert-Butyl 3-(4-fluoro-2-(trifluoromethyl)benzyl)-2-iodo-5,6-dihydroimidazo[1,2-a]pyrazine-7(8H)-carboxylate FC1=CC(=C(CC2=C(N=C3N2CCN(C3)C(=O)OC(C)(C)C)I)C=C1)C(F)(F)F